CN1C=C(C=2C1=NC(=CC2)C(=O)OC)C=C methyl 1-methyl-3-vinyl-1H-pyrrolo[2,3-b]pyridine-6-carboxylate